ClC1=CC(=C(C=C1)C1(OC2=C(O1)C=CC=C2C2CCN(CC2)CC2=C(C=CC(=N2)C(=NO)N)C)C)F 6-((4-(2-(4-chloro-2-fluorophenyl)-2-methylbenzo[d][1,3]dioxol-4-yl)piperidin-1-yl)methyl)-N'-hydroxy-5-methylpyridineformamidine